2-[3-[(3-Amino-2-fluorophenyl)methyl]-2-oxo-7-pyrimidin-2-yloxybenzopyran-4-yl]-N-(2-hydroxyethoxy)acetamide NC=1C(=C(C=CC1)CC=1C(OC2=C(C1CC(=O)NOCCO)C=CC(=C2)OC2=NC=CC=N2)=O)F